C1(CC1)N(C(=O)C=1C=CC2=C(OCC(N2)=O)C1)CC1=CC=C(C=C1)C(NCCCCNC1=C2C(N(C(C2=CC=C1)=O)C1C(NC(CC1)=O)=O)=O)=O N-cyclopropyl-N-(4-((4-((2-(2,6-dioxopiperidin-3-yl)-1,3-dioxoisoindolin-4-yl)amino)butyl)carbamoyl)benzyl)-3-oxo-3,4-dihydro-2H-benzo[b][1,4]oxazine-7-carboxamide